(S)-2-(((9H-fluoren-9-yl)methyl)amino)-5-azidopentanoic acid C1=CC=CC=2C3=CC=CC=C3C(C12)CN[C@H](C(=O)O)CCCN=[N+]=[N-]